(R)-2-((3'-ethoxy-4,5-difluoro-4'-(7-oxo-6,7-dihydro-3H-[1,2,3]triazolo[4,5-d]pyrimidin-5-yl)-[1,1'-biphenyl]-3-yl)oxy)propanoic acid C(C)OC=1C=C(C=CC1C=1NC(C2=C(N1)NN=N2)=O)C2=CC(=C(C(=C2)F)F)O[C@@H](C(=O)O)C